OCC(=O)C1=CSC=C1 2-hydroxy-1-(thien-3-yl)ethan-1-one